C1(=CC=CC2=CC3=CC=CC=C3C=C12)[Si](OC)(OC)OC Anthryl-trimethoxysilane